3'-O-methoxyethyl-adenosine 1,3-dioxoisoindol-2-yl-3-methylbutanoate O=C1N(C(C2=CC=CC=C12)=O)C(C(=O)OC[C@@H]1[C@H]([C@H]([C@@H](O1)N1C=NC=2C(N)=NC=NC12)O)OCCOC)C(C)C